2-bromo-4-(piperidylmethyl)pyridine BrC1=NC=CC(=C1)CN1CCCCC1